6-[4-[2-[2-(3-Ethoxyphenyl)ethynyl]benzoyl]piperazin-1-yl]-N-propylpyridazine C(C)OC=1C=C(C=CC1)C#CC1=C(C(=O)N2CCN(CC2)C2=CC=CNN2CCC)C=CC=C1